methoxycarbonyl-L-proline COC(=O)N1[C@@H](CCC1)C(=O)O